11-(3-methylbut-2-yl)-11-azatricyclo[6.2.1.02,7]Undeca-2,4,6-triene hydrochloride Cl.CC(C(C)N1C2C3=CC=CC=C3C1CC2)C